Methyl 3-(3-((1-p-tolylsulfonyl-1H-indol-5-yl)oxy)azetidin-1-yl)-2-(1H-pyrrol-1-yl)benzoate C1(=CC=C(C=C1)S(=O)(=O)N1C=CC2=CC(=CC=C12)OC1CN(C1)C=1C(=C(C(=O)OC)C=CC1)N1C=CC=C1)C